C(C)N1C(N(C(C2=C1C(OC2(C)C)(O)C=2C=C(C#N)C=C(C2)C)=O)O)=O 3-(1-ethyl-3,7-dihydroxy-5,5-dimethyl-2,4-dioxo-1,2,3,4,5,7-hexahydro-furo[3,4-d]pyrimidin-7-yl)-5-methylbenzonitrile